COC(=O)C1=C(C=CC(=C1)CC)C(=O)OC(CO)CO 2-(2-methoxycarbonyl-4-ethylphenyl)formyloxy-1,3-propanediol